1-(3-((5-(difluoromethyl)-2-((3-methyl-1-(8-methyl-8-azabicyclo[3.2.1]octan-3-yl)-1H-pyrazol-4-yl)amino)pyrimidin-4-yl)amino)propyl)-3-methyltetrahydropyrimidin-2(1H)-one FC(C=1C(=NC(=NC1)NC=1C(=NN(C1)C1CC2CCC(C1)N2C)C)NCCCN2C(N(CCC2)C)=O)F